FC(C1=CC=C(C=C1)C1(CCC1)OC(CC(C(=O)O)=C)=O)(C1=CC=CC=C1)F 4-(1-(4-(difluoro(phenyl)methyl)phenyl)cyclobutoxy)-2-methylene-4-oxobutanoic acid